C(OCCCCCBr)([O-])=O 5-Bromopentyl carbonate